(S)-1-(5-(1-methyl-1H-pyrrolo[3,2-b]pyridin-3-yl)-1H-pyrrole-2-carbonyl)-N-(3,4,5-trifluorophenyl)pyrrolidine-3-carboxamide CN1C=C(C2=NC=CC=C21)C2=CC=C(N2)C(=O)N2C[C@H](CC2)C(=O)NC2=CC(=C(C(=C2)F)F)F